NN1C(=NC(=C1C(=O)OCC)C1=CC=C(C=C1)C(NC1=NC=CC(=C1)C(F)(F)F)=O)[C@H]1N(CCC1)C(=O)OC(C)(C)C (S)-ethyl 1-amino-2-(1-(tert-butoxycarbonyl)pyrrolidin-2-yl)-4-(4-((4-(trifluoro-methyl)pyridin-2-yl)carbamoyl)phenyl)-1H-imidazole-5-carboxylate